5-(2-(((6-(4-methylpiperazin-1-yl)pyridin-3-yl)methyl)amino)-7H-pyrrolo[2,3-d]pyrimidin-5-yl)pyrazolo[1,5-a]pyridine-3-carboxamide CN1CCN(CC1)C1=CC=C(C=N1)CNC=1N=CC2=C(N1)NC=C2C2=CC=1N(C=C2)N=CC1C(=O)N